N-((1r,3r)-3-acetamidocyclobutyl)-4-((3,3-difluorocyclobutyl)amino)-6-(1H-pyrazol-4-yl)quinoline C(C)(=O)NC1CC(C1)N1CC=C(C2=CC(=CC=C12)C=1C=NNC1)NC1CC(C1)(F)F